9-(4-amino-7-methyl-5-(pyrimidin-2-yl)-7H-pyrrolo[2,3-d]pyrimidin-6-yl)-3-azaspiro[5.5]undec-8-ene-3-carboxylic acid tert-butyl ester C(C)(C)(C)OC(=O)N1CCC2(CC1)CC=C(CC2)C2=C(C1=C(N=CN=C1N)N2C)C2=NC=CC=N2